tert-butyl 4-(6-bromo-4-ethenyl-8-fluoro-1-oxoisoquinolin-2-yl)piperidine-1-carboxylate BrC=1C=C2C(=CN(C(C2=C(C1)F)=O)C1CCN(CC1)C(=O)OC(C)(C)C)C=C